OC[C@H](C)NC(OC(C)(C)C)=O tert-butyl (S)-(1-hydroxypropan-2-yl)carbamate